ethyl 2-[1-(3,5-difluorophenyl)pyrazol-3-yl]propanoate FC=1C=C(C=C(C1)F)N1N=C(C=C1)C(C(=O)OCC)C